COC(=O)C1=CC2=C(N=C(S2)SC)C=C1 (methylsulfanyl)-1,3-benzothiazole-6-carboxylic acid methyl ester